C(C)OC=1C=C(C=CC1C)C1CCC2(CN(C2)C(=O)C2CC(C2)(C)O)CC1 (7-(3-ethoxy-4-methylphenyl)-2-azaspiro[3.5]non-2-yl)((1s,3s)-3-hydroxy-3-methylcyclobutyl)methanone